CN(C1=CC=C(C=C1)CC1=CC=C(N(C)C)C=C1)C tetramethyl-4,4'-methylenedianiline